8-methoxy-2-(1-methyl-2-oxabicyclo[2.2.1]hept-4-yl)imidazo[1,2-a]pyrazine-6-carboxylic acid COC=1C=2N(C=C(N1)C(=O)O)C=C(N2)C21COC(CC2)(C1)C